trihexyl-borane C(CCCCC)B(CCCCCC)CCCCCC